Cl.FC(C1(CC1)CN)(F)F (1-(trifluoromethyl)cyclopropyl)methylamine hydrochloride